CON(C(=O)C1=C(C=CC=C1)NC(OC(C)(C)C)=O)C tert-butyl (2-(methoxy(methyl)carbamoyl)phenyl)carbamate